1,1'-Bis(ditert-butylphosphino)ferrocene C(C)(C)(C)P([C-]1C=CC=C1)C(C)(C)C.[C-]1(C=CC=C1)P(C(C)(C)C)C(C)(C)C.[Fe+2]